Ethyl fluoroacetate FCC(=O)OCC